ClC=1N=C(C2=C(N1)C(N(C(=C2)C)C)=O)C2=C(C=C(C=C2)Cl)F 2-chloro-4-(4-chloro-2-fluorophenyl)-6,7-dimethylpyrido[3,4-d]pyrimidin-8(7H)-one